P(OCCCCCC)(OCCCCCC)=O.[Nd] neodymium di(n-hexyl) phosphonate